CSC=C(C1=CC=C(C=C1)C)C1=CC=CC=C1 methyl(2-phenyl-2-(p-tolyl)vinyl)sulfane